C(C)(C)(C)C1=C2C3(C(N(C2=CC=C1)C1=C(C=NN1C)I)=O)CCCC3 Tert-butyl-1'-(4-iodo-1-methyl-1H-pyrazol-5-yl)spiro[cyclopentane-1,3'-indolin]-2'-one